R-2-(4-nitrobenzyl)-1-cyclopentanone [N+](=O)([O-])C1=CC=C(C[C@@H]2C(CCC2)=O)C=C1